(cyclopropylmethyl)-glycine C1(CC1)CNCC(=O)O